2-([1,2,4]Triazolo[4,3-a]pyridin-8-yl)-9H-fluoren-9-one N=1N=CN2C1C(=CC=C2)C2=CC=1C(C3=CC=CC=C3C1C=C2)=O